(S)-N-(2-chloro-6-fluorophenyl)-5-fluoro-4-(5-(hydroxymethyl)pyrazin-2-yl)-2-((1,1,1-trifluoropropan-2-yl)oxy)benzamide ClC1=C(C(=CC=C1)F)NC(C1=C(C=C(C(=C1)F)C1=NC=C(N=C1)CO)O[C@H](C(F)(F)F)C)=O